1-[4-(cyclopentylamino)-5,6,7,8-tetrahydropyrido[3,2-d]pyrimidin-2-yl]phenylmethanol C1(CCCC1)NC=1C2=C(N=C(N1)C1(CC=CC=C1)CO)CCCN2